BrC1=NN(C(=C1)C(=O)NC=1C(=CC=2N(C1C(=O)NC(C)CCC(C)C)N=CC2)C)C2=NC=CC=C2Cl 6-(3-Bromo-1-(3-chloropyridin-2-yl)-1H-pyrazol-5-carboxamido)-5-methyl-N-(5-methylhexan-2-yl)pyrazolo[1,5-a]pyridin-7-carboxamid